6-(2-amino-6-fluoro-5-(4-(1-(4-methylpiperazin-1-yl)cyclopropyl)phenyl)pyridin-3-yl)-3,4-dihydroisoquinolin-1(2H)-one NC1=NC(=C(C=C1C=1C=C2CCNC(C2=CC1)=O)C1=CC=C(C=C1)C1(CC1)N1CCN(CC1)C)F